rac-N-((4R,5R)-3-((1-cyanocyclopropane-1-carboxamido)methyl)-7-ethyl-4-(4-fluorophenyl)-6-oxo-1-phenyl-4,5,6,7-tetrahydro-1H-pyrazolo[3,4-b]pyridine-5-yl)-3-(trifluoromethyl)benzamide C(#N)C1(CC1)C(=O)NCC1=NN(C=2N(C([C@@H]([C@@H](C21)C2=CC=C(C=C2)F)NC(C2=CC(=CC=C2)C(F)(F)F)=O)=O)CC)C2=CC=CC=C2 |r|